4-((1R,3R,5S)-3-((5-cyclopropyl-3-(2-(trifluoromethoxy)phenyl)isoxazol-4-yl)methoxy)-8-azabicyclo[3.2.1]octan-8-yl)benzohydrazide C1(CC1)C1=C(C(=NO1)C1=C(C=CC=C1)OC(F)(F)F)COC1C[C@H]2CC[C@@H](C1)N2C2=CC=C(C(=O)NN)C=C2